Tert-butyl (1R,5S)-8-(4-(4,4,5,5-tetramethyl-1,3,2-dioxaborolan-2-yl)phenyl)-3,8-diazabicyclo[3.2.1]octane-3-carboxylate CC1(OB(OC1(C)C)C1=CC=C(C=C1)N1[C@H]2CN(C[C@@H]1CC2)C(=O)OC(C)(C)C)C